5-(N-(2-(4-(tert-Butoxycarbonyl)piperazin-1-yl)benzyl)-N-phenethylsulfamoyl)-2,3-dihydrobenzofuran-2-carboxylic acid ethyl ester C(C)OC(=O)C1OC2=C(C1)C=C(C=C2)S(N(CCC2=CC=CC=C2)CC2=C(C=CC=C2)N2CCN(CC2)C(=O)OC(C)(C)C)(=O)=O